C(C)(C)(C)OC([C@H](CCCCNC(=O)NC1=C(C=CC=C1)C#C)NC(=O)N[C@@H](CCC(=O)OC(C)(C)C)C(=O)OC(C)(C)C)=O Di-tert-butyl (((S)-1-(tert-butoxy)-6-(3-(2-ethynylphenyl)ureido)-1-oxohexan-2-yl)carbamoyl)-L-glutamate